6,8-bis(4-methoxyphenyl)-2-phenylimidazo[1,2-a]pyridine COC1=CC=C(C=C1)C=1C=C(C=2N(C1)C=C(N2)C2=CC=CC=C2)C2=CC=C(C=C2)OC